BrC1=CC2=C(C=C1OC)OCC1=C2N(N=C1C(=O)N(C)C(C)(C)C)C1=CC(=CC(=C1)Cl)Cl 8-bromo-N-(tert-butyl)-1-(3,5-dichlorophenyl)-7-methoxy-N-methyl-1,4-dihydrochromeno[4,3-c]pyrazole-3-carboxamide